3-(6-chloro-4-(methylsulfonyl)-1-oxoisoindolin-2-yl)piperidine-2,6-dione ClC1=CC(=C2CN(C(C2=C1)=O)C1C(NC(CC1)=O)=O)S(=O)(=O)C